3-[1-(2,6-Dioxo-3-piperidyl)-3-methyl-2-oxo-benzimidazol-4-yl]cyclobutanecarbaldehyde O=C1NC(CCC1N1C(N(C2=C1C=CC=C2C2CC(C2)C=O)C)=O)=O